S(=O)(OC1=C(C(=CC=C1F)NC(CCN1C(C=CC1=O)=O)=O)F)[O-] (3-(2,5-dioxo-2,5-dihydro-1H-pyrrol-1-yl) propanamido)-2,6-difluorophenyl sulfite